tert-butyl ((2-(((diphenoxyphosphoryl)oxy)methyl)-2H-1,2,3-triazol-4-yl)methyl)carbamate O(C1=CC=CC=C1)P(=O)(OC1=CC=CC=C1)OCN1N=CC(=N1)CNC(OC(C)(C)C)=O